5-(chloromethyl)-3-methylisoxazole ClCC1=CC(=NO1)C